benzoylsulfone C(C1=CC=CC=C1)(=O)S(=O)(=O)C(C1=CC=CC=C1)=O